S(=O)(=O)([O-])[O-].[Al+3].[Ca+2].[Ca+2].[Ca+2].[Ca+2] tetracalcium aluminum sulfate